4-((5-((S)-5-amino-5,7-dihydrospiro[cyclopenta[b]pyridin-6,4'-piperidin]-1'-yl)-6-(hydroxymethyl)pyrazin-2-yl)thio)-6,6a,7,8-tetrahydro-9H-pyrido[3,2-b]pyrrolo[1,2-d][1,4]oxazin-9-one N[C@@H]1C=2C(=NC=CC2)CC12CCN(CC2)C=2N=CC(=NC2CO)SC2=CC=NC1=C2OCC2N1C(CC2)=O